tri-tert-butyl (5R,12S,16S)-5-({4-[(tert-butoxycarbonyl)(methyl)amino]naphthalen-2-yl}methyl)-3,6,14-trioxo-1-phenyl-2-oxa-4,7,13,15-tetraazaoctadecane-12,16,18-tricarboxylate C(C)(C)(C)OC(=O)N(C1=CC(=CC2=CC=CC=C12)C[C@@H](NC(OCC1=CC=CC=C1)=O)C(NCCCC[C@H](NC(N[C@@H](CCC(=O)OC(C)(C)C)C(=O)OC(C)(C)C)=O)C(=O)OC(C)(C)C)=O)C